CC(C)(CCC(C#C)N)N 2-methyl-6-heptyne-2,5-diamine